(2S)-3-[8-(2-chlorophenyl)-7-(4-chlorophenyl)-2,6-dioxo-3H-purin-1-yl]-2-methylpropionamide ClC1=C(C=CC=C1)C1=NC=2NC(N(C(C2N1C1=CC=C(C=C1)Cl)=O)C[C@@H](C(=O)N)C)=O